(S)-5-azido-2-(((benzyloxy)carbonyl)amino)pentanoic acid methyl ester COC([C@H](CCCN=[N+]=[N-])NC(=O)OCC1=CC=CC=C1)=O